6-(4-(3-(4-methoxyphenyl)acryloyl)phenoxy)pyridazin-3(2H)-one COC1=CC=C(C=C1)C=CC(=O)C1=CC=C(OC=2C=CC(NN2)=O)C=C1